NCC1=NNC(C2=CC=C(C=C12)C1=CN=C2N1C=CC=C2)=O 4-(aminomethyl)-6-(imidazo[1,2-a]pyridin-3-yl)phthalazin-1(2H)-one